cis-2-(3-(cyclohexyloxy)benzyl)-N-ethyl-3-((methylsulfonyl)amino)piperidine-1-carboxamide C1(CCCCC1)OC=1C=C(C[C@@H]2N(CCC[C@@H]2NS(=O)(=O)C)C(=O)NCC)C=CC1